C(C(=C)C)(=O)NCCC[SiH2]C(O[Si](C)(C)C)O[Si](C)(C)C (3-methacrylamidopropyl)bis(trimethylsiloxy)methylsilane